P(=O)(O)(O)OCC1CCNCC1 4-((phosphonooxy)methyl)piperidin